COC1=C(CN2C(C(=CC=3CCC4=C(C23)N=C2N4C=CC=C2)C(=O)[O-])=O)C=CC(=C1)OC 1-(2,4-dimethoxybenzyl)-2-oxo-1,2,5,6-tetrahydropyrido[2',1':2,3]imidazo[4,5-h]quinoline-3-carboxylate